O1CCOC12CN(CCC2)C2=NC1=C(N2)C=CC(=C1)\N=C\C1=C(C(=C(C(=C1)Br)O)Br)O (E)-4-(((2-(1,4-dioxa-7-azaspiro[4.5]decan-7-yl)-1H-benzo[d]imidazol-5-yl)imino)methyl)-2,6-dibromobenzene-1,3-diol